10-hydroxyoctadecadienoic acid OC(CCCCC=CC=CC(=O)O)CCCCCCCC